2-(5-((S or R)-1-(((R)-((R)-8-cyano-1,2,3,4-tetrahydroquinoxalin-2-yl)(phenyl)methyl)amino)propan-2-yl)-2-methoxyphenyl)acetic acid C(#N)C=1C=CC=C2NC[C@@H](NC12)[C@@H](C1=CC=CC=C1)NC[C@@H](C)C=1C=CC(=C(C1)CC(=O)O)OC |o1:21|